(4-bromophenyl)diphenylselenonium BrC1=CC=C(C=C1)[Se+](C1=CC=CC=C1)C1=CC=CC=C1